dinonyl 9-aminoheptadecanedioate NC(CCCCCCCC(=O)OCCCCCCCCC)CCCCCCCC(=O)OCCCCCCCCC